O=C1NOC2=C(C=C1)C=CC=C2 oxobenzoxaazepine